CN(C1=CC=C(S1)C=C1C(=NOC1=O)C1=CC=NC=C1)C 4-((5-(dimethylamino)thiophen-2-yl)methylene)-3-(pyridin-4-yl)isoxazol-5(4H)-one